(2,3-dichloro-4-nitrophenoxy)-1-methyl-1H-pyrazole ClC1=C(OC2=NN(C=C2)C)C=CC(=C1Cl)[N+](=O)[O-]